6-methylpyridine hydrochloride hydrate O.Cl.CC1=CC=CC=N1